(6Ar,9R,10aR)-9-(bromomethyl)-3-heptyl-6,6-dimethyl-6a,7,8,9,10,10a-hexahydrobenzo[c]chromen-1-ol BrC[C@H]1C[C@@H]2[C@H](C(OC=3C=C(C=C(C23)O)CCCCCCC)(C)C)CC1